(3-chlorophenyl)tetrahydro-2H-pyran-4-carbonitrile ClC=1C=C(C=CC1)C1OCCC(C1)C#N